4-amino-7-fluoro-8-(2-oxo-1,2-dihydropyridin-3-yl)-N-propylisoquinoline-3-carboxamide NC1=C(N=CC2=C(C(=CC=C12)F)C=1C(NC=CC1)=O)C(=O)NCCC